ethyl-4-hydroxy-7-methoxyquinoline-3-carboxylate C(C)OC(=O)C=1C=NC2=CC(=CC=C2C1O)OC